ClC=1C=C(C(=NC1)N1C([C@H](N(C(C1)=O)CC1=CC=C(C=C1)C(F)(F)F)C12CC(C1)(C2)O)=O)F (R)-1-(5-chloro-3-fluoro-pyridin-2-yl)-3-(3-hydroxy-bicyclo[1.1.1]pentan-1-yl)-4-(4-(trifluoromethyl)-benzyl)piperazine-2,5-dione